CC(CC1C(CC2N(CCC3=CC(=C(C=C23)OC)OCCCF)C1)O)(C)C 3-(2,2-dimethylpropyl)-9-(3-fluoropropoxy)-10-methoxy-1H,2H,3H,4H,6H,7H,11bH-pyrido[2,1-a]isoquinolin-2-ol